OC1(CCC(CC1)C(C)C)C 1-hydroxy-menthane